N-((dimethylamino)methylene)acetamide CN(C)C=NC(C)=O